N-(5-chloro-6-(4-hydroxyphenoxy)pyrimidin-4-yl)-3-fluorobenzamide ClC=1C(=NC=NC1OC1=CC=C(C=C1)O)NC(C1=CC(=CC=C1)F)=O